5-(1',1',3',3'-tetramethylbutyl)benzotriazole (S)-benzyl-5-oxomorpholine-3-carboxylate C(C1=CC=CC=C1)OC(=O)[C@H]1NC(COC1)=O.CC(CC(C)(C)C)(C)C1=CC2=C(NN=N2)C=C1